CC=1C=C(C=CC1C1=NC=CC=C1)C=1NN=C2N=CC(=CC21)C=2C=CC1=C(CC[C@H](CC1)N1C3COCC1C3)C2 6-[(7S)-2-{3-[3-Methyl-4-(pyridin-2-yl)phenyl]-2H-pyrazolo[3,4-b]pyridin-5-yl}-6,7,8,9-tetrahydro-5H-benzo[7]annulen-7-yl]-3-oxa-6-azabicyclo[3.1.1]heptane